ethyl 1-isopropyl-4-oxo-5-p-tolyl-1,4-dihydropyridine-3-carboxylate C(C)(C)N1C=C(C(C(=C1)C1=CC=C(C=C1)C)=O)C(=O)OCC